BrC=1C=CC2=C(NC(C=3N2C=CC3)=O)N1 3-bromopyrido[2,3-e]pyrrolo[1,2-a]pyrazin-6(5H)-one